N-(biphenyl-4-yl)-N-(4-phenyl-9H-carbazol-3-yl)biphenyl-amine C1(=CC=C(C=C1)N(C=1C(=CC=CC1)C1=CC=CC=C1)C=1C=CC=2NC3=CC=CC=C3C2C1C1=CC=CC=C1)C1=CC=CC=C1